CC1=C(C=CC=C1C=1OC2=C(N1)C=C(C=C2C#N)C=O)C2=C(C(=CC=C2)NC2=NC=CC1=NC=CN=C12)C 2-(2,2'-dimethyl-3'-(pyrido[4,3-b]pyrazin-5-ylamino)biphenyl-3-yl)-5-formylbenzo[d]oxazole-7-carbonitrile